[NH3+][C@H](C(=O)[O-])CC=1N=CNC1 (S)-2-ammonio-3-(1H-imidazol-4-yl)propanoate